ClCCS(=O)CCCl Bis(2-chloroethyl) sulfoxide